C(#N)CCOP(O[C@H]1[C@H]([C@@H](O[C@@H]1COC(C1=CC=C(C=C1)OC)(C1=CC=C(C=C1)OC)C1=CC=CC=C1)N1C(=O)NC(=O)C(=C1)I)F)N(C(C)C)C(C)C 3'-O-[2-Cyanoethoxy(diisopropylamino)phosphino]-2'-deoxy-5'-O-(4,4'-dimethoxytrityl)-2'-(R)-fluoro-5-iodouridine